7-((2R,3R,4R,5S)-3,4-bis((tert-Butyldimethylsilyl)oxy)-5-((((3-methyl-5-phenyl-1H-pyrazol-4-yl)methyl)thio)methyl)tetrahydrofuran-2-yl)-7H-pyrrolo[2,3-d]pyrimidin-4-amine [Si](C)(C)(C(C)(C)C)O[C@H]1[C@@H](O[C@@H]([C@H]1O[Si](C)(C)C(C)(C)C)CSCC=1C(=NNC1C1=CC=CC=C1)C)N1C=CC2=C1N=CN=C2N